C(#N)C1=C(C(=O)NCC=2SC=CN2)C=CC=C1 cyano-N-(thiazol-2-ylmethyl)benzamide